[SiH3]C1=C(C(=CC=C1)O)C=1C(=CC=CC1[SiH3])O 3,3'-bis-silyl-biphenol